C1(OCCO1)=O L-4-Ethylene carbonate